C(C)(C)(C)NS(=O)(=O)C=1C=C(C=CC1)NC1=NC(=NC=C1C)NC1=CC=C(C=C1)N1CCN(CC1)C(=O)NC1=C(C=CC=C1)OC 4-(4-((4-((3-(N-(tert-butyl)sulfamoyl)phenyl)amino)-5-methylpyrimidin-2-yl)amino)phenyl)-N-(2-methoxyphenyl)piperazine-1-carboxamide